O=[SH2]1CCCCC1 1-oxotetrahydro-2H-1λ6-thiopyran